(S)-5-[4-(5-fluoro-2,3-dihydrobenzofuran-7-yl)-2-hydroxy-4-methyl-2-trifluoromethyl-pentylamino]-2-methylquinoline FC=1C=C(C2=C(CCO2)C1)C(C[C@](CNC1=C2C=CC(=NC2=CC=C1)C)(C(F)(F)F)O)(C)C